4-(2-(benzo[c]thiophen-1-ylmethylene)hydrazino)-2-(prop-2-yn-1-ylthio)-6-(trifluoromethyl)pyrimidine C=1(SC=C2C1C=CC=C2)C=NNC2=NC(=NC(=C2)C(F)(F)F)SCC#C